amino-2-(3,5-dichloro-4-((5-(1-cyclopropylethyl)-6-hydroxypyridin-3-yl)oxy)phenyl)-1,2,4-triazine-3,5(2H,4H)-dione NN1C(N(N=CC1=O)C1=CC(=C(C(=C1)Cl)OC=1C=NC(=C(C1)C(C)C1CC1)O)Cl)=O